O=C1NC(CC[C@@H]1C=1C=CC(=NC1)N1CCN(CCC1)CC1CCN(CC1)C(=O)OC(C)(C)C)=O |r| rac-tert-butyl 4-[(4-{5-[(3R)-2,6-dioxopiperidin-3-yl]pyridin-2-yl}-1,4-diazepan-1-yl)methyl]piperidine-1-carboxylate